(6R)-6-({7-bromo-2-[2-(trifluoromethoxy)phenyl][1,2,4]triazolo[1,5-c]quinazolin-5-yl}amino)-1,4-diazepan-5-one BrC1=CC=CC=2C=3N(C(=NC12)N[C@H]1C(NCCNC1)=O)N=C(N3)C3=C(C=CC=C3)OC(F)(F)F